BrC=1C=C(C=CC1C(F)(F)F)CN [3-bromo-4-(trifluoromethyl)phenyl]methanamine